Cl.C(CCC)C1=CC=CC(=N1)C(=O)NC1=NC=CC=C1 6-butyl-N-(pyridin-2-yl)picolinamide hydrogen chloride